3-(4-pyrimidin-4-ylpyridazin-1-ium-1-yl)propionitrile chloride salt [Cl-].N1=CN=C(C=C1)C1=CN=[N+](C=C1)CCC#N